8-[4-(difluoromethyl)phenyl]-7-(pyridin-2-yl)-2-(2,2,2-trifluoroethoxy)-3H-pyrazolo[1,5-a][1,3,5]triazin-4-one FC(C1=CC=C(C=C1)C=1C(=NN2C1N=C(NC2=O)OCC(F)(F)F)C2=NC=CC=C2)F